C(#N)C1=CNC2=C(C=CC(=C12)C)NS(=O)(=O)C=1C=NN(C1)C(C)C N-(3-Cyano-4-methyl-1H-indol-7-yl)-1-isopropyl-pyrazol-4-sulfonamid